C1(=CC=CC=C1)C=1N=CC(=NC1C1=CC=CC=C1)N1[C@H](C[C@H](CC1)OCC(=O)O)C 2-(((2S,4S)-1-(5,6-diphenyl-pyrazin-2-yl)-2-methylpiperidin-4-yl)oxy)acetic acid